COC(C1=CC=C(C=C1)[C@H](C)NC=1N=CC2=C(N1)N(C(C=C2)=O)CC)=O 4-{(1S)-1-[(8-ethyl-7-oxo-pyrido[2,3-d]pyrimidin-2-yl)amino]ethyl}benzoic acid methyl ester